N-[4-(3-chlorophenoxy)-3-fluoro-5-sulfamoylphenyl]-2-phenylacetamide ClC=1C=C(OC2=C(C=C(C=C2S(N)(=O)=O)NC(CC2=CC=CC=C2)=O)F)C=CC1